4-Cyclopropyl-N-((S)-(7-((S*)-1-(5,5-difluoro-2-oxotetrahydropyrimidin-1(2H)-yl)ethyl)imidazo[1,2-b]pyridazin-2-yl)(4,4-difluorocyclohexyl)methyl)-1,2,5-oxadiazole-3-carboxamide C1(CC1)C=1C(=NON1)C(=O)N[C@@H](C1CCC(CC1)(F)F)C=1N=C2N(N=CC(=C2)[C@H](C)N2C(NCC(C2)(F)F)=O)C1 |o1:28|